2-(2-ethoxypyridin-3-yl)-5-isopropyl-7-methylimidazo[1,5-b]pyridazin-4-amine C(C)OC1=NC=CC=C1C=1C=C(C=2N(N1)C(=NC2C(C)C)C)N